ClC1=C(C=CC=C1)N1C(=C2C(N(N=CC2=C1C)C1=CC=CC=C1)=O)C 6-(2-chlorophenyl)-5,7-dimethyl-2-phenyl-2,6-dihydro-1H-pyrrolo[3,4-d]pyridazin-1-one